2-(bicyclo[1.1.1]pentan-1-yl)-7-methyl-3-phenyl-4,5,6,7-tetrahydro-2H-pyrazolo[3,4-c]pyridine C12(CC(C1)C2)N2N=C1C(NCCC1=C2C2=CC=CC=C2)C